threaric acid O=C([C@@H](O)[C@H](O)C(=O)O)O